Methyl 3-(2-((2,3-dihydro-1H-inden-2-yl)amino)pyrimidin-5-yl)-5-((4,5,6,7-tetrahydro-1H-[1,2,3]triazolo[4,5-c]pyridine-5-carboxamido)methyl)benzoate C1C(CC2=CC=CC=C12)NC1=NC=C(C=N1)C=1C=C(C(=O)OC)C=C(C1)CNC(=O)N1CC2=C(CC1)NN=N2